C1(=CC=CC=C1)[B-](C1=CC=CC=C1)(C1=CC=CC=C1)C1=CC=CC=C1.[Ca+2].C1(=CC=CC=C1)[B-](C1=CC=CC=C1)(C1=CC=CC=C1)C1=CC=CC=C1 calcium tetraphenylborate